tert-butyl 4-((6-chloropyrazolo[1,5-a]pyrazin-4-yl)oxy)azepane-1-carboxylate ClC=1N=C(C=2N(C1)N=CC2)OC2CCN(CCC2)C(=O)OC(C)(C)C